C1(CC1)C=1C(=C(C=CC1F)B1OC(C(O1)(C)C)(C)C)OC 2-(3-cyclopropyl-4-fluoro-2-methoxyphenyl)-4,4,5,5-tetramethyl-1,3,2-dioxaborolane